tri(tetrahydrofuran) trichloride [Cl-].[Cl-].[Cl-].O1CCCC1.O1CCCC1.O1CCCC1